4-(3-Hydroxyphenyl)-7-(2-methoxyphenyl)-2-methyl-5-oxo-1,4,5,6,7,8-hexahydroquinoline-3-carboxylic acid oxepin-4-yl ester O1C=CC(=CC=C1)OC(=O)C1=C(NC=2CC(CC(C2C1C1=CC(=CC=C1)O)=O)C1=C(C=CC=C1)OC)C